iron(II) disulphide [Fe-2](=S)=S